tert-butyl-(3S,4R)-4-[[(1R)-1-phenylethyl]amino]piperidine-1,3-dicarboxylic acid O3-ethyl ester C(C)OC(=O)[C@@H]1C(N(CC[C@H]1N[C@H](C)C1=CC=CC=C1)C(=O)O)C(C)(C)C